2-(5-(trifluoromethyl)pyridin-2-yl)acetamide copper-silver-gallium-silicon [Si].[Ga].[Ag].[Cu].FC(C=1C=CC(=NC1)CC(=O)N)(F)F